5-{[(1S)-1-[6-chloro-7-(2-hydroxypropan-2-yl)-2-oxo-1,2-dihydroquinolin-3-yl]ethyl]amino}-1-methyl-6-oxo-1,6-dihydropyridine-2-carbonitrile ClC=1C=C2C=C(C(NC2=CC1C(C)(C)O)=O)[C@H](C)NC1=CC=C(N(C1=O)C)C#N